ClC1=C(C(=O)N2COC3=C(C2)C=CC=C3C3=CC(=C(C(=O)O)C=C3F)N3C2COCC3CC2)C(=CC(=C1)N1CCN(CC1)CC(C)(C)O)Cl 4-[3-[2,6-Dichloro-4-[4-(2-hydroxy-2-methylpropyl)piperazin-1-yl]benzoyl]-2,4-dihydro-1,3-benzoxazin-8-yl]-5-fluoro-2-(3-oxa-8-azabicyclo[3.2.1]octan-8-yl)benzoic acid